N(=[N+]=[N-])C(CCNS(=O)(=O)C)C1=CC=C(C=C1)C=1OC(=NN1)C(F)F N-[3-azido-3-[4-[5-(difluoromethyl)-1,3,4-oxadiazol-2-yl]phenyl]propyl]methanesulfonamide